(3R,8R,9S,10R,13S,14S)-10,13-dimethyl-17-(pyridin-3-yl)-2,3,4,7,8,9,10,11,12,13,14,15-dodecahydro-1H-cyclopenta[a]phenanthren-3-yl 7-(hydroxyamino)-7-oxoheptanoate ONC(CCCCCC(=O)O[C@@H]1CC[C@@]2([C@H]3CC[C@@]4(C(=CC[C@H]4[C@@H]3CC=C2C1)C=1C=NC=CC1)C)C)=O